(S)-2-(6-(ethylthio)-4-(3-((4-methyl-4H-1,2,4-triazol-3-yl)methyl)oxetan-3-yl)pyridin-2-yl)-6-((3-methylpiperidin-1-yl)methyl)-4-(trifluoromethyl)isoindolin-1-one C(C)SC1=CC(=CC(=N1)N1C(C2=CC(=CC(=C2C1)C(F)(F)F)CN1C[C@H](CCC1)C)=O)C1(COC1)CC1=NN=CN1C